NC1=CC=C(C=C1)SC1=C(C=C(C=C1)N)OCCCC 4-((4-aminophenyl)thio)-3-butoxybenzenamine